C(C)[C@H]1[C@H](NC([C@H]1F)=O)COC1=C2C=C(C(=NC2=CC=N1)C(=O)N)OC 5-{[(2S,3S,4S)-3-ethyl-4-fluoro-5-oxopyrrolidin-2-yl]methoxy}-3-methoxy-1,6-naphthyridine-2-carboxamide